(2S,3S)-N-(1-amino-7-((R)-1-cyclopropylethyl)-4b-hydroxy-10-oxo-4b,10-dihydro-9bH-indeno[1,2-b]benzofuran-9b-yl)-2-(dimethylamino)-3-hydroxybutyramide NC1=C2C(C3(C(OC4=C3C=CC(=C4)[C@H](C)C4CC4)(C2=CC=C1)O)NC([C@H]([C@H](C)O)N(C)C)=O)=O